4,9-di-(tritylpyrazolyl)-naphtho[2,3-c][1,2,5]selenadiazole C(C1=CC=CC=C1)(C1=CC=CC=C1)(C1=CC=CC=C1)C=1C(=NNC1)C1=C2C=CC=CC2=C(C2=N[Se]N=C21)C2=NNC=C2C(C2=CC=CC=C2)(C2=CC=CC=C2)C2=CC=CC=C2